C1(CC1)C=1N=CN(C1)C=1C=C2C(N(C3(C2=CC1)CC3)C3=NC(=CC=C3)C3=NN=CN3[C@@H](CO)C)=O (R)-5'-(4-cyclopropyl-1H-imidazol-1-yl)-2'-(6-(4-(1-hydroxypropan-2-yl)-4H-1,2,4-triazol-3-yl)pyridin-2-yl)spiro[cyclopropane-1,1'-isoindol]-3'-one